1-(3-((tert-Butyldimethylsilyl)oxy)phenyl)-7-chloro-4-(dimethylamino)quinazolin-2(1H)-one [Si](C)(C)(C(C)(C)C)OC=1C=C(C=CC1)N1C(N=C(C2=CC=C(C=C12)Cl)N(C)C)=O